39,46,53,56-tetraazaoctapentacontan-44-aminium CCCCCCCCCCCCCCCCCCCCCCCCCCCCCCCCCCCCCCNCCCCC(CNCCCCCCNCCNCC)[NH3+]